gallium nitrate-oleate salt C(CCCCCCC\C=C/CCCCCCCC)(=O)[O-].[N+](=O)([O-])[O-].[Ga+2]